COC(NC=1C=CC=2C=3C=CN=C([C@H](C/C=C/CC(NC2C1)=O)NC(\C=C\C1=C(C=CC(=C1)Cl)N1N=NN=C1)=O)C3)=O {(E)-(S)-14-[(E)-3-(5-Chloro-2-tetrazol-1-yl-phenyl)-acryloylamino]-9-oxo-8,16-diaza-tricyclo[13.3.1.02,7]nonadeca-1(19),2(7),3,5,11,15,17-heptaen-5-yl}-carbamic Acid methyl ester